5-(1-(Isobutylamino)ethyl)-N-(3-((1s,3s)-3-methyl-1-(4-methyl-4H-1,2,4-triazol-3-yl)cyclobutyl)phenyl)-2-oxo-1-(2,2,2-trifluoroethyl)-1,2-dihydropyridine-3-carboxamide C(C(C)C)NC(C)C=1C=C(C(N(C1)CC(F)(F)F)=O)C(=O)NC1=CC(=CC=C1)C1(CC(C1)C)C1=NN=CN1C